5-((4-((6-(2,2,2-trifluoroethyl)thieno[2,3-d]pyrimidin-4-yl)amino)piperidin-1-yl)methyl)-1H-indole-2-carbonitrile FC(CC1=CC2=C(N=CN=C2NC2CCN(CC2)CC=2C=C3C=C(NC3=CC2)C#N)S1)(F)F